C1(CC1)C=1C(=CC(N2[C@@H](CSC12)C(=O)OCC1=CC=CC=C1)=O)CC1=CC(=CC=C1)C(F)(F)F benzyl (3R)-7-cyclopropyl-4-oxo-6-{[m-(trifluoromethyl) phenyl] methyl}-1-thia-3a-aza-3-indanate